Cadmium phosphorus [P].[Cd]